C(C)C=1C(=CN(C(C1)=O)C)C(=O)OCC ethyl 4-ethyl-1-methyl-6-oxo-pyridine-3-carboxylate